4-methyldodec-3-enenitrile CC(=CCC#N)CCCCCCCC